4-[azetidin-3-yl(ethyl)amino]phenol N1CC(C1)N(C1=CC=C(C=C1)O)CC